2-(2'-chlorophenyl)-4,5-bis(3'-methoxyphenyl)imidazole ClC1=C(C=CC=C1)C=1NC(=C(N1)C1=CC(=CC=C1)OC)C1=CC(=CC=C1)OC